NC1=NC=CC=C1C1=NC=2C(=NC(=CC2)C#C[Si](C)(C)C)N1C=1C=C2CC[C@@H](C2=CC1)NC(C1=CC(=C(C=C1)OCC1=CC=C(C=C1)OC)C1OCCO1)=O N-[(1S)-5-[2-(2-aminopyridin-3-yl)-5-[2-(trimethylsilyl)ethynyl]imidazo[4,5-b]pyridin-3-yl]-2,3-dihydro-1H-inden-1-yl]-3-(1,3-dioxolan-2-yl)-4-[(4-methoxyphenyl)methoxy]benzamide